NC1=NC(=NC(=N1)N)N 2,4,6-Triamino-1,3,5-triazine